4-hydroxyxylene OC=1C=C(C(=CC1)C)C